[Cl-].[Cl-].C(C)(C)(C)N[Zr+2]C1C(=C(C(=C1C)C)C)C (t-butylamino)tetramethyl-cyclopentadienyl-zirconium dichloride